C(C1=CC=CC=C1)C1(CCC1)C#N 1-benzylcyclobutane-1-carbonitrile